bis(4-t-butylphenyl)iodonium tetrakis(pentafluorophenyl)borate FC1=C(C(=C(C(=C1[B-](C1=C(C(=C(C(=C1F)F)F)F)F)(C1=C(C(=C(C(=C1F)F)F)F)F)C1=C(C(=C(C(=C1F)F)F)F)F)F)F)F)F.C(C)(C)(C)C1=CC=C(C=C1)[I+]C1=CC=C(C=C1)C(C)(C)C